tert-butyl (3S)-3-(3-bromo-4-cyano-5-[[2-(morpholin-4-yl)ethyl]amino]pyrazol-1-yl)pyrrolidine-1-carboxylate BrC1=NN(C(=C1C#N)NCCN1CCOCC1)[C@@H]1CN(CC1)C(=O)OC(C)(C)C